FC(CO)(F)C=1C=C(C=CC1)[C@@H](C)NC(=O)C1=NN(C(C=C1)=O)C1=C(C=CC=C1)F (R)-N-(1-(3-(1,1-difluoro-2-hydroxyethyl)phenyl)ethyl)-1-(2-fluorophenyl)-6-oxo-1,6-dihydropyridazine-3-carboxamide